NC1=NC=CC2=CC=C(C=C12)C=1C=C2C(=NNC2=CC1)CNCCN(C)C N1-((5-(1-aminoisoquinolin-7-yl)-1H-indazol-3-yl)methyl)-N2,N2-dimethylethane-1,2-diamine